FC(S(=O)(=O)C=1C=CC(=NC1)CC1CC2(CN(C2)C(=O)N2C[C@@H]3[C@@H](OCC(N3)=O)CC2)C1)(F)F (4aR,8aS)-6-[6-[[5-(trifluoromethylsulfonyl)-2-pyridyl]methyl]-2-azaspiro[3.3]heptane-2-carbonyl]-4,4a,5,7,8,8a-hexahydropyrido[4,3-b][1,4]oxazin-3-one